isopropoxy(3,5-bis(trifluoromethyl)phenyl)(2,5-bis(trifluoromethyl)phenyl)borane C(C)(C)OB(C1=C(C=CC(=C1)C(F)(F)F)C(F)(F)F)C1=CC(=CC(=C1)C(F)(F)F)C(F)(F)F